(1R,2S,5S)-3-[(2S)-3-cyclopropyl-2-[(2-tetrahydropyran-4-ylacetyl)amino]propanoyl]-6,6-dimethyl-3-azabicyclo[3.1.0]hexane-2-carboxylic acid C1(CC1)C[C@@H](C(=O)N1[C@@H]([C@H]2C([C@H]2C1)(C)C)C(=O)O)NC(CC1CCOCC1)=O